FC=1C=C(C=C(C1)F)COC=1C(=NC=C(C1)OC1CN(C1)C)C=1C=C(SC1C)C(=O)OC methyl 4-{3-[(3,5-difluorophenyl)methoxy]-5-[(1-methylazetidin-3-yl)oxy]pyridin-2-yl}-5-methylthiophene-2-carboxylate